Cl.C1CC12CNCC2 5-aza-spiro[2.4]heptane hydrochloride